CN1N=NC2=C1C=CC(=C2C)C(C(C(=O)OC)(C)C)C2=CC(=C(C=C2)C)CN2C[C@H](OC1=C(C2)C=C(C2=CC=CC=C21)F)CC methyl 3-(1,4-dimethyl-1H-benzo[d][1,2,3]triazol-5-yl)-3-(3-(((R)-2-ethyl-7-fluoro-2,3-dihydronaphtho[2,1-f][1,4]oxazepin-4(5H)-yl)methyl)-4-methylphenyl)-2,2-dimethylpropanoate